[K].N1C(=O)NC(=O)C1 (hydantoin) potassium salt